N1(N=CC=C1)C=1C=CC(=C2C=NN(C12)COCC[Si](C)(C)C)C1=CC=C(N=N1)NC1C[C@H]2CCC[C@@H](C1)N2C(=O)OC(C)(C)C tert-butyl (1R,5S)-3-[[6-[7-pyrazol-1-yl-1-(2-trimethylsilylethoxymethyl)indazol-4-yl]pyridazin-3-yl] amino]-9-azabicyclo[3.3.1]-nonane-9-carboxylate